6-ethyl-6H-furo[2,3-b]pyrrole-5-carboxylic acid ethyl ester C(C)OC(=O)C1=CC2=C(N1CC)OC=C2